F\C(=C(/C1=CC=CC=C1)\F)\C1=CC(=NC=C1)CN [4-[(E)-1,2-difluoro-2-phenyl-vinyl]-2-pyridinyl]methylamine